(R)-4-(3-cyclobutyl-2,5-dioxo-4-(4-(trifluoro-methyl)benzyl)piperazin-1-yl)-3-fluorobenzonitrile C1(CCC1)[C@@H]1C(N(CC(N1CC1=CC=C(C=C1)C(F)(F)F)=O)C1=C(C=C(C#N)C=C1)F)=O